{[1-(1-benzofuran-4-sulfonyl)-5-(2-fluoropyridin-3-yl)-1H-pyrrol-3-yl]methyl}(methyl)amine hydrochloride Cl.O1C=CC=2C1=CC=CC2S(=O)(=O)N2C=C(C=C2C=2C(=NC=CC2)F)CNC